CC1=NOC(N1[K])=O 3-methyl-5-oxo-1,2,4-oxadiazol-4-yl-potassium